N-(3-((1-(1-(2-methoxyethyl)-1H-pyrazol-4-yl)-1H-benzo[d]imidazol-5-yl)ethynyl)-4-methylphenyl)-4-(trifluoromethyl)pyridineamide COCCN1N=CC(=C1)N1C=NC2=C1C=CC(=C2)C#CC=2C=C(C=CC2C)NC(=O)C2=NC=CC(=C2)C(F)(F)F